ClCCCCCCC(C1=CC(=CC=C1)I)C1=CN=C(N1)C=1C=C(OC=2C(=C3C=CNC3=CC2F)CO)C=CC1F (5-(3-(5-(7-Chloro-1-(3-iodophenyl)heptyl)-1H-imidazol-2-yl)-4-fluorophenoxy)-6-fluoro-1H-indol-4-yl)methanol